N-(2,4-dimethylbenzyl)ethanethiohydrazide CC1=C(CN(N)C(C)=S)C=CC(=C1)C